3-[[2-(diaminomethyleneamino)thiazol-4-yl]methylthio]propanamide oxathiazinane-S-carboxylate O1S(NCCC1)C(=O)O.NC(N)=NC=1SC=C(N1)CSCCC(=O)N